ClC=1C(=C(SC1)C(=O)N1C[C@H]([C@@H](CC1)C(=O)N1CCC(CC1)(O)CN1C=NC2=C(C1=O)C=CN2C)C2=CC=CC=C2)F 3-{[1-({(3R,4R)-1-[(4-chloro-3-fluorothien-2-yl)carbonyl]-3-phenylpiperidin-4-yl}carbonyl)-4-hydroxypiperidin-4-yl]methyl}-7-methyl-3,7-dihydro-4H-pyrrolo[2,3-d]pyrimidin-4-one